cyclopentaneamine C1(CCCC1)N